NC=1C=C(C=C(C1)C(F)(F)F)C(C)NC1=NN(CC2=CC=CC=C12)C 4-((1-(3-amino-5-(trifluoromethyl)phenyl)ethyl)amino)-2-methylphthalazin